7-(6-(1-(3-fluoro-1-(4-fluorophenyl)propyl)-1H-pyrazol-4-yl)pyridin-2-yl)[1,2,4]triazolo[1,5-a]pyridin-2-amine FCCC(C1=CC=C(C=C1)F)N1N=CC(=C1)C1=CC=CC(=N1)C1=CC=2N(C=C1)N=C(N2)N